Br.BrC1=CC=NC=C1 4-bromopyridine hydrobromide